2-amino-9-((2R,4R,5S)-5-ethynyl-4-hydroxy-5-(hydroxymethyl)tetrahydrofuran-2-yl)-1,9-dihydro-6H-purin-6-one NC=1NC(C=2N=CN(C2N1)[C@@H]1O[C@]([C@@H](C1)O)(CO)C#C)=O